3-bromo-5-chloro-4-iodo-2-methylaniline BrC=1C(=C(N)C=C(C1I)Cl)C